1-(3,5-dichlorophenyl)-4-((3-methoxy-4-nitrophenyl)sulfonyl)piperazine ClC=1C=C(C=C(C1)Cl)N1CCN(CC1)S(=O)(=O)C1=CC(=C(C=C1)[N+](=O)[O-])OC